ClC=1C=C(C=CC1F)[C@]1(CN2[C@@H](CO1)CN(CC2)C(=O)C2=C(C(=CC=C2)OC)Cl)O [(3S,9aR)-3-(3-chloro-4-fluoro-phenyl)-3-hydroxy-1,4,6,7,9,9a-hexahydropyrazino[2,1-c][1,4]oxazin-8-yl]-(2-chloro-3-methoxy-phenyl)methanone